FC=1C=C(OCCCC(C(=O)N2CCN(CC2)S(=O)(=O)C=2C=CC(=C(C(=O)O)C2)C)(C)C)C=CC1F 5-((4-(5-(3,4-difluorophenoxy)-2,2-dimethylpentanoyl)piperazin-1-yl)sulfonyl)-2-methylbenzoic acid